Isopropyl (S)-2-((S)-3-(1H-indol-3-yl)-2-(isonicotinamido)propanamido)-6-diazo-5-oxohexanoate N1C=C(C2=CC=CC=C12)C[C@@H](C(=O)N[C@H](C(=O)OC(C)C)CCC(C=[N+]=[N-])=O)NC(C1=CC=NC=C1)=O